ClCCC(=O)N1CC=2N(CC1)N=C(C2C2=C1C(=NC=C2)NC=C1C)C1=C(C(=CC=C1)Cl)F 3-chloro-1-[2-(3-chloro-2-fluorophenyl)-3-(3-methyl-1H-pyrrolo[2,3-b]pyridin-4-yl)-6,7-dihydropyrazolo[1,5-a]pyrazin-5(4H)-yl]propan-1-one